4-(4-amino-7-cyano-2-(2-fluoro-4-methacrylamidophenyl)-1-methyl-1H-pyrrolo[3,2-c]pyridin-3-yl)-2-methoxy-N-(1-(trifluoromethyl)cyclopropyl)benzamide NC1=NC=C(C2=C1C(=C(N2C)C2=C(C=C(C=C2)NC(C(=C)C)=O)F)C2=CC(=C(C(=O)NC1(CC1)C(F)(F)F)C=C2)OC)C#N